BrC=1C=C(C=CC1)NC(=O)N1CCC(CC1)CC1=CN(C2=CC=CC=C12)C(=O)OC1=CC=CC=C1 phenyl 3-((1-((3-bromophenyl) carbamoyl) piperidin-4-yl) methyl)-1H-indole-1-carboxylate